ClC=1C=C2C(CC(OC2=CC1)C(=O)O)=O 6-chloro-4-oxochroman-2-carboxylic acid